O=C1N(CCN1)C(=O)[O-] 2-oxoimidazolidine-1-carboxylate